1,1-difluoroiodoethylene FC(=CI)F